tetrahydroxy(ethyl-morpholine) OC1(C(N(CCO1)CC)(O)O)O